C(C)C=1C(=CC=C2C=C(C=C(C12)C1=C(C=2N=C(N=C(C2C=N1)N1CC(OCC1)CC#N)OC[C@]12CCCN2C[C@@H](C1)F)F)O)F 2-(4-(7-(8-Ethyl-7-fluoro-3-hydroxynaphthalen-1-yl)-8-fluoro-2-(((2R,7aS)-2-fluorotetrahydro-1H-pyrrolizin-7a(5H)-yl)methoxy)pyrido[4,3-d]pyrimidin-4-yl)morpholin-2-yl)acetonitrile